N-ethyl-5-fluoro-2-((5-(2-((5R)-5-hydroxy-6-((2-methoxyethyl)(methyl)amino)-2-methylhexan-3-yl)-2,6-diazaspiro[3.4]octan-6-yl)-1,2,4-triazin-6-yl)oxy)-N-isopropylbenzamide C(C)N(C(C1=C(C=CC(=C1)F)OC1=C(N=CN=N1)N1CC2(CN(C2)C(C(C)C)C[C@H](CN(C)CCOC)O)CC1)=O)C(C)C